C(CCC)C1=CC=C(C=C1)N(C1=CC=C(C=C1)C1=CC=C(N(C2=CC=CC=C2)C2=CC=C(C=C2)CCCC)C=C1)C1=CC=CC=C1 N,N'-bis(4-butylphenyl)-N,N'-bis(phenyl)-benzidin